2-amino-5-bromo-2,3-dihydro-1H-indene-2-carboxylate NC1(CC2=CC=C(C=C2C1)Br)C(=O)[O-]